OC1=C(C=CC(=C1)OCCCCCCCC)C1=NC(=NC(=N1)C1=C(C=C(C=C1)OCCCCCCCC)O)C1=C(C=C(C=C1)OCCCCCCCC)O 2,4,6-tris(2-hydroxy-4-octyloxyphenyl)1,3,5-triazine